2-[1-[3,6-Dimethyl-4-oxo-2-(2-pyridyl)chromen-8-yl]ethylamino]-6-fluoro-benzoic acid CC1=C(OC2=C(C=C(C=C2C1=O)C)C(C)NC1=C(C(=O)O)C(=CC=C1)F)C1=NC=CC=C1